C1(=C(C=CC=C1)P(C1=C(C=CC=C1)C)C1=C(C=CC=C1)C)C tri-o-tolyl-phosphine